C(#N)C1=CC(=C(C=C1)NC1=NC=CC2=C(C(=CC=C12)C)NC(=O)C=1C=CC=C2C(=NC=NC12)NCC1=C(C=C(C=C1)OC)OC)F N-(1-((4-cyano-2-fluorophenyl)amino)-6-methylisoquinolin-5-yl)-4-((2,4-dimethoxybenzyl)amino)quinazoline-8-carboxamide